N1(CCC1)C1=CC=C(C=N1)C=1C=NC=2CCN(CC2C1)C1=NC(=NC(=C1C)C)C 3-(6-(azetidin-1-yl)pyridin-3-yl)-6-(2,5,6-trimethylpyrimidin-4-yl)-5,6,7,8-tetrahydro-1,6-naphthyridine